(2S,5R)-5-[(benzyloxy)tert-butoxycarbonylamino]piperidine-2-carboxamide C(C1=CC=CC=C1)ON([C@@H]1CC[C@H](NC1)C(=O)N)C(=O)OC(C)(C)C